CC(C)(C#CC(C)(OOOOOOC(C)(C)C)C)OOOOOOC(C)(C)C 2,5-Dimethyl-2,5-di(tert-butylperoxyperoxyperoxy)hexyn